(hydroxymethyl)-1,4-oxazepan-5-one OCC1OCCC(NC1)=O